[N+](=O)(OCC(CCCCCl)(CC)C(NC1=C(C=C(C=C1)Cl)N1N=CC=C1)=O)[O-] 6-chloro-2-((4-chloro-2-(1H-pyrazol-1-yl) phenyl) carbamoyl)-2-ethylhexyl nitrate